2-(6-(5-(trifluoromethyl)-1,2,4-oxadiazol-3-yl)imidazo[1,2-a]pyridin-2-yl)acetamide FC(C1=NC(=NO1)C=1C=CC=2N(C1)C=C(N2)CC(=O)N)(F)F